N-methyl-2-(2-phenyl-1,2,3,4-tetrahydroquinolin-6-yl)acetamide methyl-1-((3,3-difluoro-1-methylcyclobutyl)methyl)-4-(difluoromethyl)-3-(1-fluorocyclopropyl)-1H-pyrazole-5-carboxylate COC(=O)C1=C(C(=NN1CC1(CC(C1)(F)F)C)C1(CC1)F)C(F)F.CNC(CC=1C=C2CCC(NC2=CC1)C1=CC=CC=C1)=O